n4-acetyl-2'-O-methylcytidine CC(=O)NC1=NC(=O)N(C=C1)[C@H]2[C@@H]([C@@H]([C@H](O2)CO)O)OC